4-(4-amino-2-methyl-phenyl)-3-(4-(isobutylcarbamoyl)-3-methoxy-phenyl)-5-ethyl-1H-pyrrole-2-carboxamide NC1=CC(=C(C=C1)C=1C(=C(NC1CC)C(=O)N)C1=CC(=C(C=C1)C(NCC(C)C)=O)OC)C